C(C)OCCOC(CC#N)=O Ethoxyethyl-cyanoacetate